3-phenyl-2-oxa-3-azabicyclo[2.2.2]oct-5-ene C1(=CC=CC=C1)N1OC2C=CC1CC2